4-(4-((1r,5s)-3,8-diazabicyclo[3.2.1]oct-3-yl)-2-((4-cyclopropylbicyclo[2.2.2]oct-1-yl)methoxy)-8-fluoropyrido[4,3-d]pyrimidin-7-yl)-5-ethynyl-6-fluoronaphthalen-2-ol [C@H]12CN(C[C@H](CC1)N2)C=2C1=C(N=C(N2)OCC23CCC(CC2)(CC3)C3CC3)C(=C(N=C1)C1=CC(=CC3=CC=C(C(=C13)C#C)F)O)F